ethyl-5-(cyclopentylmethyl)-4H-1,2,4-triazole-3-carboxylate C(C)OC(=O)C1=NN=C(N1)CC1CCCC1